COC1=CC=C(CCC2=NOC(O2)=O)C=C1 3-(4-Methoxyphenethyl)-1,4,2-dioxazol-5-one